C(C)(C)OC1=CC=C(C=C1)B(O)O (4-isopropoxyphenyl)boronic acid